C(CCCCCCCCCCCCC)(=O)OCCCCCCCCCCCCCCCCCCCCCCC tricosanol myristate